CC1=CNC2=NC=CC(=C21)OC2=CC=C(CN1CCOCC1)C=C2 4-(4-((3-methyl-1H-pyrrolo[2,3-b]pyridin-4-yl)oxy)benzyl)morpholine